ClC1=CC=C(CN2C=C(C3=CC=CC=C23)S(=O)(=O)CC(=O)O)C=C1 2-((1-(4-chlorobenzyl)-1H-indol-3-yl)sulfonyl)acetic acid